C[C@]12C(O[C@](CC1)(C2(C)C)C(=O)O[C@@H]2CC\C=C/CCC2)=O (S,Z)-cyclooct-4-en-1-yl (1R,4S)-4,7,7-trimethyl-3-oxo-2-oxabicyclo[2.2.1]heptane-1-carboxylate